C(C)(C)(C)OC(=O)N1C[C@H](OC[C@@](C1)(CCC)O)C(=O)O |o1:12| (2S,6S*)-4-[(tert-butoxy)carbonyl]-6-hydroxy-6-propyl-1,4-oxazepane-2-carboxylic acid